1-(1-(3,4-Difluorophenyl)-2-(dimethylamino)ethyl)-4-(5-morpholino-1H-pyrrolo[2,3-b]pyridin-3-yl)pyridin-2(1H)-one FC=1C=C(C=CC1F)C(CN(C)C)N1C(C=C(C=C1)C1=CNC2=NC=C(C=C21)N2CCOCC2)=O